2-(chloromethyl)-1-methyl-imidazole ClCC=1N(C=CN1)C